COC=1C(=NC=C(C1)[N+](=O)[O-])N1CCNCC1 1-(3-methoxy-5-nitropyridin-2-yl)piperazine